BrC=1C(=NN2C1N=CC=C2C(=O)NC2CC1=CC=CC=C1C2)CN(C)C 3-Bromo-2-[(dimethylamino)methyl]-N-indan-2-yl-pyrazolo[1,5-a]pyrimidine-7-carboxamide